C(CCCCCCCCCCCCC)(=O)OC(C[N+](C)(C)C)COC(CCCCCCCCCCCCC)=O 2,3-di(tetradecanoyloxy)propyl-trimethylazanium